BrC1=C(N=C2N1C(=NC=C2CC)Cl)C2=CC=C(C=C2)[N+](=O)[O-] 3-bromo-5-chloro-8-ethyl-2-(4-nitrophenyl)imidazo[1,2-c]pyrimidine